COC([C@@H](NC(C(F)(F)F)C1=CC(=C(C=C1)C1=C(C=CC(=C1)Br)OCOC)F)CC(C)C)=O (1-(5'-bromo-2-fluoro-2'-(methoxymethyloxy)-[1,1'-biphenyl]-4-yl)-2,2,2-trifluoroethyl)-L-leucine methyl ester